C1(CCC1)C=1C(=NN(C1CC1CC1)C)NC(CC1CC(C1)(F)F)=O N-(4-cyclobutyl-5-(cyclopropylmethyl)-1-methyl-1H-pyrazol-3-yl)-2-(3,3-difluorocyclobutyl)acetamide